C(C)(C)(C)OC(N(CC=O)C1=CC(=CC=C1)Cl)=O tert-butyl(3-chlorophenyl)(2-oxoethyl)carbamate